(2S,3R)-1-(7,7-difluoro-4-(3-(methylsulfonyl)phenyl)-6,7-dihydro-5H-cyclopenta[d]pyrimidin-2-yl)-2-methylazetidin-3-ol FC1(CCC2=C1N=C(N=C2C2=CC(=CC=C2)S(=O)(=O)C)N2[C@H]([C@@H](C2)O)C)F